C(C)(=O)C1=NN(C2=CC=C(C=C12)C=1C=NC(=NC1)C)CC(=O)N1[C@@H](C[C@H](C1)F)C(=O)NC1=CC(=CC=C1)Br (2S,4R)-1-(2-(3-acetyl-5-(2-methylpyrimidin-5-yl)-1H-indazol-1-yl)acetyl)-N-(3-bromophenyl)-4-fluoropyrrolidine-2-carboxamide